N1=NC12CCC(CC2)C(=O)OC methyl 1,2-diazaspiro[2.5]oct-1-en-6-carboxylate